C(C)OC(CCC1=C(C=CC=C1)SC)=O 3-(2-(methylthio)phenyl)propionic acid ethyl ester